4-vinyl-pyridine-N-oxide C(=C)C1=CC=[N+](C=C1)[O-]